O1CCOC2=C1C=CC(=C2)CNCC2=CC=C(C=C2)CN(C)C (2,3-dihydro-1,4-benzodioxin-6-ylmethyl)({4-[(dimethylamino)methyl]-phenyl}methyl)amine